N1=C(C=CC=C1)CN1C(CC2=CC=CC=C12)=O 2-picolyl-1,3-dihydro-2H-indol-2-one